3-[4-[5-(trifluoromethyl)pyrazin-2-yl]Oxy-phenyl]Azetidine-1-carboxylic acid tert-butyl ester C(C)(C)(C)OC(=O)N1CC(C1)C1=CC=C(C=C1)OC1=NC=C(N=C1)C(F)(F)F